C(C1=CC=CC=C1)OCCNC1=NN2C(N(C3=C(C2=O)CN(C3=O)C(C)C)CC(=O)NC3=NC=C(C=C3)F)=C1 2-[2-{[2-(benzyloxy)ethyl]amino}-5,8-dioxo-6-(propan-2-yl)-5,6,7,8-tetrahydro-4H-pyrazolo[1,5-a]pyrrolo[3,4-d]pyrimidin-4-yl]-N-(5-fluoropyridin-2-yl)acetamide